S(=O)(=O)([O-])OOS(=O)(=O)[O-].[K+].FC1=CC=C(C=C1)C=1NC=C(N1)C1=CC=C(C=C1)F.[K+] 2-(4-fluorophenyl)-4-(4-fluorophenyl)imidazole Potassium persulphate